1-(7-methoxy-2,2-dimethyl-2,3-dihydrobenzofuran-5-yl)-1-ethanone COC1=CC(=CC=2CC(OC21)(C)C)C(C)=O